N[C@H]1CS(C2=C(N(C1=O)CC1=CC=C(C=C1)OC(F)(F)F)C=C(C(=C2)F)C2=NOC(=N2)C2(CC2)C(F)(F)F)(=O)=O (3R)-3-amino-8-fluoro-1,1-dioxo-5-[[4-(trifluoromethoxy)phenyl]methyl]-7-[5-[1-(trifluoromethyl)cyclopropyl]-1,2,4-oxadiazol-3-yl]-2,3-dihydro-1lambda6,5-benzothiazepin-4-one